FC1(CC(C1)CN1N=C(C(=C1C(=O)NC=1C=CC(=NC1)C(=O)O)C(F)(F)F)C(C)(F)F)F 5-(1-((3,3-difluorocyclobutyl)methyl)-3-(1,1-difluoroethyl)-4-(trifluoromethyl)-1H-pyrazole-5-carboxamido)picolinic acid